CON=C1CCCC2=CC(=CC=C12)OC 6-methoxy-3,4-dihydronaphthalen-1(2H)-one O-methyl oxime